C(#N)C=1C(=CC=NC1)NC1COCC1SC 5-cyano-4-((4-(methylthio)tetrahydrofuran-3-yl)amino)pyridin